(7R,14R)-1-(difluoromethoxy)-6-(methyl-d3)-11-(piperidin-2-ylethynyl)-6,7-dihydro-7,14-methanobenzo[f]benzo[4,5]imidazo[1,2-a][1,4]diazocin-5(14H)-one FC(OC1=CC=CC=2C(N([C@H]3C=4N([C@@H](C21)C3)C3=C(N4)C=CC(=C3)C#CC3NCCCC3)C([2H])([2H])[2H])=O)F